phenylenebis(3,3-dimethylurea) C1(=C(C=CC=C1)NC(=O)N(C)C)NC(=O)N(C)C